methyl amino-1-(8-chloroisoquinolin-5-yl)-7-bromo-2-oxo-1,2-dihydroquinoline-3-carboxylate NC1=C(C(N(C2=CC(=CC=C12)Br)C1=C2C=CN=CC2=C(C=C1)Cl)=O)C(=O)OC